NC=1N=NC(=CC1OCCC1=CC=C(C=C1)CNC(=O)C1(CCNCC1)O)C1=C(C=CC=C1)O N-[[4-(2-[[3-amino-6-(2-hydroxyphenyl)pyridazin-4-yl]oxy]ethyl)phenyl]methyl]-4-hydroxypiperidine-4-carboxamide